Rac-4-((5aR,6S,7S,8R,8aS)-3-chloro-8,8a-dihydroxy-7-((methylamino)methyl)-6-phenyl-6,7,8,8a-tetrahydro-5aH-cyclopenta[4,5]furo[3,2-b]pyridin-5a-yl)benzonitrile ClC=1C=C2C(=NC1)[C@]1([C@@](O2)([C@@H]([C@H]([C@H]1O)CNC)C1=CC=CC=C1)C1=CC=C(C#N)C=C1)O |r|